3-methoxy-4-((3-(7-((1-methylpiperidin-4-yl)amino)-3-(2,2,2-trifluoroethyl)benzo[b]thiophen-2-yl)prop-2-yn-1-yl)amino)benzenesulfonamide COC=1C=C(C=CC1NCC#CC1=C(C2=C(S1)C(=CC=C2)NC2CCN(CC2)C)CC(F)(F)F)S(=O)(=O)N